N-(3-Aminopropyl)-3-((4-fluorophenyl)amino)quinoxaline-2-carboxamide NCCCNC(=O)C1=NC2=CC=CC=C2N=C1NC1=CC=C(C=C1)F